N-(1,3-benzothiazol-6-yl)-7-bromo-5-(oxan-4-yloxy)quinazolin-4-amine S1C=NC2=C1C=C(C=C2)NC2=NC=NC1=CC(=CC(=C21)OC2CCOCC2)Br